(1S,2R,5S,7R,8R)-8-methoxy-2,6,6,8-tetramethyltricyclo[5.3.1.01,5]undecane CO[C@]1([C@H]2C([C@@H]3CC[C@H]([C@]3(CC1)C2)C)(C)C)C